4-methyl-2-pentanone dimethyl hydrazone CN(N=C(C)CC(C)C)C